butyric acid, amide C(CCC)(=O)N